N-(3-(azepan-1-yl)propyl)-1-(3,4-dimethyl-2-phenyl-2H-pyrazolo[3,4-d]pyridazin-7-yl)piperidine-3-carboxamide N1(CCCCCC1)CCCNC(=O)C1CN(CCC1)C1=NN=C(C=2C1=NN(C2C)C2=CC=CC=C2)C